eicosyl-tris-(2-ethoxyethoxy)silane C(CCCCCCCCCCCCCCCCCCC)[Si](OCCOCC)(OCCOCC)OCCOCC